BrCC=1C=CC=2C3=C(C(=NC2C1)Cl)C=NN3C 7-(bromomethyl)-4-chloro-1-methyl-1H-pyrazolo[4,3-c]quinoline